[Si](C)(C)(C(C)(C)C)OC=1C=C2C(=NN(C2=CC1)C1OCCCC1)B1OC(C(O1)(C)C)(C)C 5-((tert-butyldimethylsilyl)oxy)-1-(tetrahydro-2H-pyran-2-yl)-3-(4,4,5,5-tetramethyl-1,3,2-dioxaborolan-2-yl)-1H-indazole